(trans-3-(1H-indazol-1-yl)cyclobutyl)methanol N1(N=CC2=CC=CC=C12)[C@@H]1C[C@H](C1)CO